(1S,2S)-2-PHENYLCYCLOPROPYLBORONIC ACID C1(=CC=CC=C1)[C@@H]1[C@H](C1)B(O)O